benzyl 4-[(R)-1-amino-2,2,2-trifluoroethyl]-1-piperidinecarboxylate N[C@@H](C(F)(F)F)C1CCN(CC1)C(=O)OCC1=CC=CC=C1